4,6-dimethoxy-5-(2-methyl-2H-tetrazol-5-yl)pyrimidine COC1=NC=NC(=C1C=1N=NN(N1)C)OC